3-[6-({[4-(1-methyl-1H-pyrazol-4-yl)phenyl]methyl}amino)pyrimidin-4-yl]imidazo[1,2-a]pyridin-7-ol CN1N=CC(=C1)C1=CC=C(C=C1)CNC1=CC(=NC=N1)C1=CN=C2N1C=CC(=C2)O